5,6-difluoro-2-(3-chloro-5-fluorobenzyl)-1H-benzimidazole FC1=CC2=C(NC(=N2)CC2=CC(=CC(=C2)F)Cl)C=C1F